7-chloro-5-methoxy-1-(2-methylpyridin-3-yl)-4-(prop-2-yn-1-ylamino)quinazolin-2(1H)-one ClC1=CC(=C2C(=NC(N(C2=C1)C=1C(=NC=CC1)C)=O)NCC#C)OC